octanoic acid heptadecane-9-yl ester CCCCCCCCC(CCCCCCCC)OC(CCCCCCC)=O